2-(4,6-diphenyl-1,3,5-triazin-2-yl)-5-butoxyphenol C1(=CC=CC=C1)C1=NC(=NC(=N1)C1=CC=CC=C1)C1=C(C=C(C=C1)OCCCC)O